Dimethylene Glycol Monoethyl Ether C(C)OCCO